FC=1C=C(C=NC1)[C@H]1[C@@H](CN(C1)CCOC)NC(N)=O 3-((3S,4R)-4-(5-fluoropyridin-3-yl)-1-(2-methoxyethyl)pyrrolidin-3-yl)urea